C1(=CC=CC=C1)\C=C\C1=CC=CC=C1 E-Stilben